FC(CC=1C=C2C(=NC=NC2=CC1)N1CCC2(CN(C2)C(=O)OC(C)(C)C)CC1)(F)F tert-Butyl 7-[6-(2,2,2-trifluoroethyl)quinazolin-4-yl]-2,7-diazaspiro[3.5]nonane-2-carboxylate